C(C)(C)OC1=CC=2N(C=C1C(=O)NC1=NN(C=C1)C)C=C(N2)C21COC(CC2)(CC1)C 7-isopropoxy-N-(1-methyl-1H-pyrazol-3-yl)-2-(1-methyl-2-oxabicyclo[2.2.2]oct-4-yl)imidazo[1,2-a]pyridine-6-carboxamide